8-methyl-4-(trifluoromethyl)-4,5-dihydro-1H-furo[2,3-g]indazole-7-carboxylic acid ethyl ester C(C)OC(=O)C1=C(C2=C(CC(C=3C=NNC23)C(F)(F)F)O1)C